CC1(CC=C(C1)C1=CC(=CC=C1)[N+](=O)[O-])C 1-(4,4-dimethylcyclopent-1-en-1-yl)-3-nitrobenzene